N1C=C(C2=CC=CC=C12)CCNC1=NC(=NC2=C1OCCN2)C2=CN=C(S2)C N-[2-(1H-indol-3-yl)ethyl]-2-(2-methyl-thiazol-5-yl)-7,8-dihydro-6H-pyrimido[5,4-b][1,4]oxazin-4-amine